ClC1=CC=C(C=C1)[Sn](CC)(CC)CC (4-chlorophenyl)triethyltin